C1(=CC=CC2=CC=CC=C12)S(=O)(=O)NC1=C(C=CC=C1)C#CC1=CC=C(C2=CC=CC=C12)C(=O)O 4-{2-[2-(naphthalene-1-sulfonamido)phenyl]ethynyl}-naphthalene-1-carboxylic acid